bis((3-methylbut-2-en-1-yl)oxy)methane CC(=CCOCOCC=C(C)C)C